4-amino-N-(bicyclo[1.1.1]pentan-1-yl)-N-(6-(trifluoromethyl)-2,3-dihydrobenzofuran-3-yl)pyrrolo[1,2-a]quinoxaline-8-carboxamide NC=1C=2N(C3=CC(=CC=C3N1)C(=O)N(C1COC3=C1C=CC(=C3)C(F)(F)F)C31CC(C3)C1)C=CC2